5-deoxygenistein O1C=C(C(=O)C2=CC=C(O)C=C12)C1=CC=C(O)C=C1